C(CC#C)NC(C1=CC(=NC(=C1)C#C)C#C)=O N-(but-3-yn-1-yl)-2,6-diethynylisonicotinamide